molybdenum (IV) salicylate C(C=1C(O)=CC=CC1)(=O)[O-].[Mo+4].C(C=1C(O)=CC=CC1)(=O)[O-].C(C=1C(O)=CC=CC1)(=O)[O-].C(C=1C(O)=CC=CC1)(=O)[O-]